4-(benzyloxy)-1H-indol C(C1=CC=CC=C1)OC1=C2C=CNC2=CC=C1